BrC1=CC=C(C=C1)N1C(N(C2=C1C(=C(C(=C2)F)OC)F)C(C)C)=O 3-(4-Bromophenyl)-4,6-difluoro-1-isopropyl-5-methoxy-1H-benzo[d]imidazol-2(3H)-one